N(=[N+]=[N-])CC1=CC=CC=N1 6-(azidomethyl)pyridin